[BH4-].[Na+].C=C(CO)CC 2-methylenebutan-1-ol Sodium borohydride